FC=1C=C(C=CC1C=1N=C2N(C=C(C=C2N2CCCC2)C(=O)N2[C@@H](C3=CC=CC=C3CC2)C)C1)N1C[C@H](CC1)C(=O)O (3S)-1-(3-Fluoro-4-{6-[(1R)-1-methyl-1,2,3,4-tetrahydroisoquinoline-2-carbonyl]-8-(pyrrolidin-1-yl)imidazo[1,2-a]pyridin-2-yl}phenyl)pyrrolidine-3-carboxylic acid